3-(5-((2-oxoindolin-3-ylidene)methyl)furan-2-yl)benzoic acid O=C1NC2=CC=CC=C2C1=CC1=CC=C(O1)C=1C=C(C(=O)O)C=CC1